C(CCCCCCCCCCC)P(O)(O)OC1=CC=C(C=C1)C(C)(C)C1=CC=C(C=C1)O 4,4'-isopropylidenediphenol dodecyl-phosphite